CC=1N=C2N(N=C(C(=C2C)C)N2CC=3C=C(C=NC3CC2)C2=C(C(=CC(=C2)F)F)F)C(C1)=O 2,8,9-trimethyl-7-(3-(2,3,5-trifluorophenyl)-7,8-dihydro-1,6-naphthyridin-6(5H)-yl)-4H-pyrimido[1,2-b]pyridazin-4-one